C1(=CC=CC=C1)P(C1=C(C=CC=C1)C1=CC=C2C=CC3=CC=CC4=CC=C1C2=C34)C3=CC=CC=C3 Diphenyl-(2-(pyren-1-yl)phenyl)phosphine